1-(3-bromophenyl)-7-chloro-3-(trifluoromethyl)-4,5,6,7-tetrahydroindazole BrC=1C=C(C=CC1)N1N=C(C=2CCCC(C12)Cl)C(F)(F)F